benzyl (5R,7R)-7-((tert-butyldimethylsilyl)oxy)-5-(((R)-tert-butylsulfinyl)amino)-2-azaspiro[3.4]octane-2-carboxylate [Si](C)(C)(C(C)(C)C)O[C@H]1C[C@H](C2(CN(C2)C(=O)OCC2=CC=CC=C2)C1)N[S@](=O)C(C)(C)C